C(C)(C)(C)OC(=O)N1CC(C1)C1=CC=C(C=C1)N1N=C(C=C1C)C 3-[4-(3,5-dimethylpyrazol-1-yl)phenyl]Azetidine-1-carboxylic acid tert-butyl ester